C(#N)C1N(CCC2=C1C(=NN2C2=CC=C(C=C2)C2CC2)CC(=O)OC)C(=O)OC(C)(C)C tert-butyl 4-cyano-1-(4-cyclopropylphenyl)-3-(2-methoxy-2-oxoethyl)-1,4,6,7-tetrahydro-5H-pyrazolo[4,3-c]pyridine-5-carboxylate